CC(=O)NC1=CC(=C(C=C1)F)F N-(3,4-difluorophenyl)acetamide